tridecylic anhydride C(CCCCCCCCCCCC)(=O)OC(CCCCCCCCCCCC)=O